FC(C(=O)[O-])(F)F.N1CC(C1)C[N+](C)(CCCCCNC(C1=C(C=C(C=C1)NC=1C=2N(C=CN1)C(=CN2)C2=C(C(=C(C=C2)OC)F)F)CC)=O)CCCC(=O)O Azetidin-3-ylmethyl-(3-carboxypropyl)-[5-[[4-[[3-(2,3-difluoro-4-methoxy-phenyl)imidazo[1,2-a]pyrazin-8-yl]amino]-2-ethyl-benzoyl]amino]pentyl]-methyl-ammonium 2,2,2-trifluoroacetate